NC=1C2=C(N=CN1)N(C(=C2C#CC2=CC(=CC(=C2)OC)OC)OC)[C@@H]2CN(CC2)C(C=C)=O (S)-1-(3-(4-amino-5-((3,5-dimethoxyphenyl)ethynyl)-6-methoxy-7H-pyrrolo[2,3-d]pyrimidin-7-yl)pyrrolidin-1-yl)prop-2-en-1-one